Methyl 2-[[4-[1-methyl-4-(4-pyridyl)pyrazol-3-yl]phenoxy]methyl]quinoline-3-carboxylate CN1N=C(C(=C1)C1=CC=NC=C1)C1=CC=C(OCC2=NC3=CC=CC=C3C=C2C(=O)OC)C=C1